4-((Valyl)oxy)butanoic acid N[C@@H](C(C)C)C(=O)OCCCC(=O)O